hexafluoro-2,3-bis-(trifluoromethyl)-2,3-butanediol FC(C(C(C(F)(F)F)(O)C(F)(F)F)(O)C(F)(F)F)(F)F